(S)-1-methyl-N-(1-((3-methyl-4-(pyridin-4-yl)phenyl)amino)-1-oxo-3,3-diphenylpropan-2-yl)-1H-pyrazole-5-carboxamide CN1N=CC=C1C(=O)N[C@H](C(=O)NC1=CC(=C(C=C1)C1=CC=NC=C1)C)C(C1=CC=CC=C1)C1=CC=CC=C1